6-bromo-3-(2,6-dibenzyloxy-3-pyridyl)-1-methyl-indazole BrC1=CC=C2C(=NN(C2=C1)C)C=1C(=NC(=CC1)OCC1=CC=CC=C1)OCC1=CC=CC=C1